3,3,3-Trifluoroprop-1-en-2-yl 3-(5-(benzyloxy)-3-phenyl-1H-indazol-1-yl)-2,2-dimethylpropanoate C(C1=CC=CC=C1)OC=1C=C2C(=NN(C2=CC1)CC(C(=O)OC(=C)C(F)(F)F)(C)C)C1=CC=CC=C1